COC1=CC=C(C=C1)C(C=1C2=C(C(N(C1)C)=O)NC(=C2)C(=O)NC=2C=NN(C2)C)C2=CC=CC=C2 4-((4-methoxyphenyl)(phenyl)methyl)-6-methyl-N-(1-methyl-1H-pyrazol-4-yl)-7-oxo-6,7-dihydro-1H-pyrrolo[2,3-c]pyridin-2-carboxamide